N1=CC=CC2=CC(=CC=C12)C1=CC2=C(N=C(S2)NC(=O)C2C(C3C=CC2C3)C(=O)O)C=C1 3-[[6-(6-quinolyl)-1,3-benzothiazol-2-yl]carbamoyl]bicyclo[2.2.1]hept-5-ene-2-carboxylic acid